(difluoromethyl)-5-fluoro-N-(2-fluoro-6-isopropylbenzyl)-1-methyl-1H-pyrazole-4-carboxamide FC(F)C1=NN(C(=C1C(=O)NCC1=C(C=CC=C1C(C)C)F)F)C